FC1(CC1)CN1CC(C1)N(CC1=CC=C(C=C1)OC)CC1=CC=C(C=C1)OC 1-[(1-fluorocyclopropyl)methyl]-N,N-bis[(4-methoxyphenyl)methyl]azetidin-3-amine